indol-1-carboxamide N1(C=CC2=CC=CC=C12)C(=O)N